C(C)OC=1C(=CNC(C1)=O)C1=CC(=C(C=C1)CC(=O)NC=1C=C(C(=O)NC2CN(C2)C)C=C(C1)C(F)(F)F)F 3-(2-(4-(4-ethoxy-6-oxo-1,6-dihydropyridin-3-yl)-2-fluorophenyl)acetamido)-N-(1-methylazetidin-3-yl)-5-(trifluoromethyl)benzamide